CC(C(C(=O)[O-])=C(C1CCNCC1)C)(C)C tetramethyl-4-piperidyl-methacrylate